(R)-(5''-bromodispiro[cyclopropane-1,1'-cyclohexane-4',3''-indolin]-1''-yl)(3-((3-fluoropyrrolidin-1-yl)sulfonyl)phenyl)methanone BrC=1C=C2C3(CN(C2=CC1)C(=O)C1=CC(=CC=C1)S(=O)(=O)N1C[C@@H](CC1)F)CCC1(CC3)CC1